(3'S,5R,7'R)-12'-(benzyloxy)-N-(2,4-difluorobenzyl)-3,3'-dimethyl-1',11'-dioxo-1',11'-dihydro-3'H,4H,7'H-spiro[isoxazole-5,6'-[2,7]methanopyrido[1,2-a][1,4]diazonine]-10'-carboxamide C(C1=CC=CC=C1)OC=1C(C(=CN2C1C(N1[C@H](C=C[C@@]3([C@H]2C1)CC(=NO3)C)C)=O)C(=O)NCC3=C(C=C(C=C3)F)F)=O